4-methoxy-6-methyl-5-(4,4,5,5-tetramethyl-1,3,2-dioxaborolan-2-yl)pyrimidine COC1=NC=NC(=C1B1OC(C(O1)(C)C)(C)C)C